CNS(=O)(=O)C[C@@H]1CC[C@H](CC1)N(C=1C2=C(N=CN1)NC=C2)C trans-N-methyl-4-(methyl-7H-pyrrolo[2,3-d]pyrimidine-4-ylamino)cyclohexyl-methanesulfonamide